C(#N)C=1C=C(C(=NC1)OC)C1=CC=CC=2C=C(OC21)C(=O)NC21CCC(CC2)(C1)O 7-(5-cyano-2-methoxypyridin-3-yl)-N-(4-hydroxybicyclo[2.2.1]heptan-1-yl)benzofuran-2-carboxamide